tri-(chloro-ethyl) phosphate P(=O)(OCCCl)(OCCCl)OCCCl